(S)-N-(1-((4-(2,5-dimethylpyridin-4-yl)phenyl)amino)-1-oxo-3,3-diphenylpropan-2-yl)-1-methyl-1H-pyrazole-5-carboxamide CC1=NC=C(C(=C1)C1=CC=C(C=C1)NC([C@H](C(C1=CC=CC=C1)C1=CC=CC=C1)NC(=O)C1=CC=NN1C)=O)C